C(C)(C)(C)OC(=O)N1CCN(CC1)C(C(C=1C=NC=CC1)N(C1=CC=C(C=C1)S(F)(F)(F)(F)F)C(=O)[C@@H]1N(C[C@@H](C1)OC)C#N)=O tert-butyl-4-[2-[N-[(2R,4R)-1-cyano-4-methoxy-pyrrolidine-2-carbonyl]-4-(pentafluoro-λ6-sulfanyl)anilino]-2-(3-pyridyl)acetyl]piperazine-1-carboxylate